C(C)(=O)C=1C(OC2=C(C1N1CCOCC1)C=CC(=C2)O)=O 3-acetyl-7-hydroxy-4-morpholino-2H-benzopyran-2-one